CN1C=NOC1=S 4-Methyl-(5-thioxo-1,2,4-oxadiazol)